N-(1-(1H-indol-3-yl)hexane-2-yl)-7-(4-methylpiperazine-1-yl)benzo[b]thiophene-2-carboxamide N1C=C(C2=CC=CC=C12)CC(CCCC)NC(=O)C1=CC2=C(S1)C(=CC=C2)N2CCN(CC2)C